6-(1-benzyl-3-piperidyl)-6-azaspiro[2.5]octane C(C1=CC=CC=C1)N1CC(CCC1)N1CCC2(CC2)CC1